FC1=C(C(=O)[O-])C=CC(=C1)N1C=CC=2C1=NC(=CN2)C2=CC=CC=C2 2-fluoro-4-(3-phenylpyrrolo[2,3-b]pyrazin-5-yl)benzoate